ClC1=C(C=CC=C1)[C@@H](C)OC(=O)NC=1N(N=CC1F)C=1C=NC(=CC1)Cl 3-[(R)-1-(o-chlorophenyl)ethoxycarbonylamino]-2-(6-chloro-3-pyridinyl)-4-fluoro-2H-pyrazole